OC1(C(N(C2=CC=CC=C12)CC1=CC=C(C=C1)N1C=NC=C1)=O)C1=CC=C(C=C1)S(=O)(=O)N 4-[3-hydroxy-1-[(4-imidazol-1-ylphenyl)methyl]-2-oxo-indolin-3-yl]benzenesulfonamide